ClC1=C(C=CC=C1I)C(C)=O 1-(2-chloro-3-iodophenyl)ethanone